ClC=1C=C(C=C(C1)[N+](=O)[O-])N1C(NCC1)=O 1-(3-chloro-5-nitrophenyl)imidazolidin-2-one